pyridin-5-yl-3-methyl-phenol N1=CC=CC(=C1)C1=C(C=CC=C1C)O